FN1C(NC2=C1C=CC=C2)=O fluoro-1,3-dihydro-2H-benzo[d]imidazol-2-one